ClC1=CC2=C(N(C(N=C2N2CCN(CC2)C(C=C)=O)=O)C=2C(=NC=CC2C)C(C)C)N=C1C1=C(C=CC=C1)F (M)-6-chloro-7-(2-fluorophenyl)-1-(4-methyl-2-(2-propanyl)-3-pyridinyl)-4-(4-(2-propenoyl)-1-piperazinyl)pyrido[2,3-d]pyrimidin-2(1H)-one